C(C)(=O)NC1=CC=C(C=C1)S(=O)(=O)N=[N+]=[N-] 4-acetamidobenzene-sulfonyl azide